CC(C)C1=CC=CC=C1O o-cumenol